N=1C=NN2C1C(=CC=C2)C(C)=O 1-([1,2,4]Triazolo[1,5-a]pyridin-8-yl)ethan-1-one